6'-{2-[(phenylmethanesulfonyl)amino]ethoxy}-2',3'-dihydrospiro[cyclohexane-1,1'-indene]-4-carboxylic acid methyl ester COC(=O)C1CCC2(CCC3=CC=C(C=C23)OCCNS(=O)(=O)CC2=CC=CC=C2)CC1